C(C)(=O)C1(CC1)NCC1=CC=CC=C1 1-acetyl-cyclopropyl-benzylamine